tert-butyl 3,8-diazabicyclo[3.2.1]octane-8-carboxylate hydrochloride Cl.C12CNCC(CC1)N2C(=O)OC(C)(C)C